C=CCN1CC[C@]23[C@@H]4C(=O)CC[C@]2([C@H]1CC5=C3C(=C(C=C5)O)O4)O The molecule is a synthetic morphinane alkaloid that is morphinone in which the enone double bond has been reduced to a single bond, the hydrogen at position 14 has been replaced by a hydroxy group, and the methyl group attached to the nitrogen has been replaced by an allyl group. A specific opioid antagonist, it is used (commonly as its hydrochloride salt) to reverse the effects of opioids, both following their use of opioids during surgery and in cases of known or suspected opioid overdose. It has a role as a mu-opioid receptor antagonist, a central nervous system depressant and an antidote to opioid poisoning. It is an organic heteropentacyclic compound, a morphinane alkaloid and a tertiary alcohol. It is a conjugate base of a naloxone(1+). It derives from a hydride of a morphinan.